4-Benzyloxy-2-chloro-5-methoxy-6-methyl-pyridine-3-carboxylic acid methyl ester COC(=O)C=1C(=NC(=C(C1OCC1=CC=CC=C1)OC)C)Cl